FC1(CN(CC1(C)C)C=1C=2N(C(=CN1)I)N=C(C2)C=2C(=NC(=NC2)OC)OC)F 4-(3,3-difluoro-4,4-dimethyl-pyrrolidin-1-yl)-2-(2,4-dimethoxypyrimidin-5-yl)-7-iodo-pyrazolo[1,5-a]pyrazine